BrCCC[Si](OCC)(C)C bromopropyl-dimethyl-ethoxysilane